3-Bromo-6-(1-cyanocyclopropyl)pyrazolo[1,5-a]pyridin BrC=1C=NN2C1C=CC(=C2)C2(CC2)C#N